sodium (S)-4-(5-(3-((2-((S)-3-carboxylatobutanoyl)-4-fluoro-6-methoxybenzo[b]thiophen-5-yl)oxy)propoxy)-6-methoxyisoindolin-2-yl)-2-methyl-4-oxobutanoate C(=O)([O-])[C@H](CC(=O)C1=CC2=C(S1)C=C(C(=C2F)OCCCOC=2C=C1CN(CC1=CC2OC)C(C[C@@H](C(=O)[O-])C)=O)OC)C.[Na+].[Na+]